3-cyclopropoxy-4-(5-(3,5-dimethylisoxazol-4-yl)-1-(tetrahydro-2H-pyran-4-yl)-1H-pyrrolo[2,3-b]pyridin-3-yl)-5-fluorobenzoic acid C1(CC1)OC=1C=C(C(=O)O)C=C(C1C1=CN(C2=NC=C(C=C21)C=2C(=NOC2C)C)C2CCOCC2)F